S1C2=C(C=C1)C=CCC(C2)=O 6,8-dihydrocyclohepta[b]thiophen-7-one